[4-(methylaminomethyl)-3-pyridyl]methanol CNCC1=C(C=NC=C1)CO